(1R,4S,5R,6S)-5,6-bis((tert-butyldimethylsilyl)oxy)-2-azabicyclo[2.2.1]Heptan [Si](C)(C)(C(C)(C)C)O[C@@H]1[C@@H]2CN[C@@H]([C@@H]1O[Si](C)(C)C(C)(C)C)C2